bis(3-cyclohexyl-2-hydroxyphenyl)-3-hydroxyphenyl-Methan C1(CCCCC1)C=1C(=C(C=CC1)C(C1=CC(=CC=C1)O)C1=C(C(=CC=C1)C1CCCCC1)O)O